FC(C(=O)O)(F)F.C1=CC(=CC2=C1C=CCCC2)C#N 6,7-dihydro-5H-benzo[7]annulene-3-carbonitrile 2,2,2-trifluoroacetate